(S)-6-(2-amino-6-fluoro-5-(4-(2-isopropylmorpholino)phenyl)pyridin-3-yl)-3,4-dihydro-2,7-naphthyridin-1(2H)-one NC1=NC(=C(C=C1C=1C=C2CCNC(C2=CN1)=O)C1=CC=C(C=C1)N1C[C@@H](OCC1)C(C)C)F